C(=O)(O)CCC(=O)N1CC2=CC(=C(C(=C2C1)F)OCCCOC1=CC2=C(SC(=C2)C(CCC(=O)O)=O)C=C1OC)OC 4-(5-(3-((2-(3-carboxypropanoyl)-4-fluoro-6-methoxyisoindolin-5-yl)oxy)propoxy)-6-methoxybenzo[b]thiophen-2-yl)-4-oxobutanoic acid